BrC1=NC(=CC(=C1)CO)SC (2-bromo-6-(methylthio)pyridin-4-yl)methanol